FC(C1=C2CN3C(C2=CC=C1)(CCC3)CO)(F)F (6-(trifluoromethyl)-2,3-dihydro-1H-pyrrolo[2,1-a]isoindol-9b(5H)-yl)methanol